7-bromo-5-fluorobenzo[d]thiazol-2-amine BrC1=CC(=CC=2N=C(SC21)N)F